(3,3-difluoroazetidin-1-yl)(2,6-dihydroxy-3'-methyl-4-pentyl-[1,1'-biphenyl]-3-yl)methanone FC1(CN(C1)C(=O)C=1C(=C(C(=CC1CCCCC)O)C1=CC(=CC=C1)C)O)F